O1[C@@H](COCC1)CS (S)-(1,4-dioxan-2-yl)methanethiol